ethyl 2-chloro-5H,6H,7H-cyclopenta[d]pyrimidine-4-carboxylate ClC=1N=C(C2=C(N1)CCC2)C(=O)OCC